C1(CCC1)NC=1C(=NC=C(C1)C1CC1)C(=O)OC methyl 3-(cyclobutylamino)-5-cyclopropylpyridine-2-carboxylate